3-[2-(1,3-benzodioxol-5-yl)ethyl]-6-{[2-(1-methylpyrazol-4-yl)-4-pyridyl]oxy}quinazolin-4-one O1COC2=C1C=CC(=C2)CCN2C=NC1=CC=C(C=C1C2=O)OC2=CC(=NC=C2)C=2C=NN(C2)C